1-[3-(3-methyl-1H-pyrrolo[2,3-b]pyridin-4-yl)-2-[4-(trifluoromethyl)phenyl]-6,7-dihydropyrazolo[1,5-a]pyrazin-5(4H)-yl]prop-2-en-1-one CC1=CNC2=NC=CC(=C21)C=2C(=NN1C2CN(CC1)C(C=C)=O)C1=CC=C(C=C1)C(F)(F)F